3-chloro-4-(((3R,4S)-4-((5-chlorothiazol-2-yl)sulfonyl)-3-hydroxy-3-(hydroxymethyl)pyrrolidin-1-yl)sulfonyl)benzonitrile ClC=1C=C(C#N)C=CC1S(=O)(=O)N1C[C@]([C@H](C1)S(=O)(=O)C=1SC(=CN1)Cl)(CO)O